(2R)-N-((S)-(3-chloro-2,4-difluorophenyl)(trans-3-(difluoromethoxy)cyclobutyl)-methyl)-2-methyl-3-oxopiperazine-1-carboxamide ClC=1C(=C(C=CC1F)[C@@H](NC(=O)N1[C@@H](C(NCC1)=O)C)[C@@H]1C[C@H](C1)OC(F)F)F